ICCCCCCCCCCC=CCCCCCCCCCCI 1,22-diiodo-11-docosene